2-(2-aminoethyl)-N-benzyl-1,3-thiazole-4-carboxamide hydrochloride Cl.NCCC=1SC=C(N1)C(=O)NCC1=CC=CC=C1